2,2,4,6,10,10,12-heptamethyl-1,7,9,15-tetraoxa-4,12-diaza-8-stannaspiro[7.7]pentadecane CC1(O[Sn]2(OC(CN(C1)C)C)OC(CN(CCO2)C)(C)C)C